2-(4-chlorophenyl)ethylamine methylbenzenesulfonate COS(=O)(=O)C1=CC=CC=C1.ClC1=CC=C(C=C1)CCN